BrC=1C=C2CCN(CC2=CC1)C1=CC=CC=C1 6-bromo-2-phenyl-1,2,3,4-tetrahydroisoquinoline